(-)-p-hydroxymandelic acid OC1=CC=C(C(C(=O)O)O)C=C1